N-((S)-1,1-dicyclopropyl-3-((5-ethyl-2-fluoro-4-((S)-1-oxo-1-((2,2,2-trifluoroethyl)amino)propan-2-yl)phenyl)amino)-3-oxopropan-2-yl)-1-isopropyl-1H-pyrazole-5-carboxamide C1(CC1)C([C@@H](C(=O)NC1=C(C=C(C(=C1)CC)[C@@H](C(NCC(F)(F)F)=O)C)F)NC(=O)C1=CC=NN1C(C)C)C1CC1